1-(2-allyl-4-(trifluoromethoxy)phenyl)-3-(2-allyl-6-methoxypyridin-3-yl)-6-(trifluoromethyl)-2,3-dihydropyrido[2,3-d]pyrimidin C(C=C)C1=C(C=CC(=C1)OC(F)(F)F)N1CN(CC2=C1N=CC(=C2)C(F)(F)F)C=2C(=NC(=CC2)OC)CC=C